CN(C1=CC=C(C=C1)Br)C N,N-dimethyl-4-bromoaniline